2-(4-phenylnaphthalen-1-yl)benzene-1,3-diol C1(=CC=CC=C1)C1=CC=C(C2=CC=CC=C12)C1=C(C=CC=C1O)O